(S)-1-acryloyl-4-(3-((4-(trifluoromethyl)phenyl)amino)pyrazin-2-yl)piperazine-2-carboxamide C(C=C)(=O)N1[C@@H](CN(CC1)C1=NC=CN=C1NC1=CC=C(C=C1)C(F)(F)F)C(=O)N